5-(hydroxymethyl)-1-[(2'-methyl-1,1'-biphenyl-yl)carbonyl]pyrrolidin-3-one O-methyloxime CON=C1CN(C(C1)CO)C(=O)C1=C(C=CC=C1)C1=C(C=CC=C1)C